C(CCCCC)OS(=O)(=O)C1=CC=C(C)C=C1.N[C@@H](CC1=CC=CC=C1)C(=O)[O-].[NH4+] ammonium L-phenylalaninate hexyl-tosylate salt